Dimethyl-4-butyl-2-methylcyclopentadienyl-2-methyl-4-(4'-t-butylphenyl)indenyl-silane C[Si](C1C(=CC2=C(C=CC=C12)C1=CC=C(C=C1)C(C)(C)C)C)(C1C(=CC(=C1)CCCC)C)C